tert-butyl (R)-2-(5-oxo-3-(4,4,5,5-tetramethyl-1,3,2-dioxaborolan-2-yl)-5,7-dihydro-6H-pyrrolo[3,4-b]pyridin-6-yl)propanoate O=C1N(CC2=NC=C(C=C21)B2OC(C(O2)(C)C)(C)C)[C@@H](C(=O)OC(C)(C)C)C